ClCCCCCCOCCOCCNC(=O)C1=CC(=C(C(=O)[O-])C=C1)C=1C2=CC=C(C=C2OC2=CC(C=CC12)=[N+](C)C)N(C)C 4-((2-(2-((6-chlorohexyl)oxy)ethoxy)ethyl)carbamoyl)-2-(6-(dimethylamino)-3-(dimethyliminio)-3H-xanthen-9-yl)benzoate